(S)-3-(tert-butyl)-N-(8-(2-(cyclopropanecarboxamido)pyridin-4-yl)-2-(2,2,2-trifluoroethyl)-2,3,4,5-tetrahydro-1H-benzo[c]azepin-5-yl)-1,2,4-oxadiazole-5-carboxamide C(C)(C)(C)C1=NOC(=N1)C(=O)N[C@@H]1C2=C(CN(CC1)CC(F)(F)F)C=C(C=C2)C2=CC(=NC=C2)NC(=O)C2CC2